(2S)-2-((2-((5-methoxy-7,7-dimethyl-5,7-dihydrofuro[3,4-b]pyridin-2-yl)amino)-5-(3-morpholino-1,2,4-oxadiazol-5-yl)pyrimidin-4-yl)amino)-2-phenylethan-1-ol COC1OC(C2=NC(=CC=C21)NC2=NC=C(C(=N2)N[C@H](CO)C2=CC=CC=C2)C2=NC(=NO2)N2CCOCC2)(C)C